1-methyl-3-(5-nitro-1-oxoisoindolin-2-yl)piperidine-2,6-dione CN1C(C(CCC1=O)N1C(C2=CC=C(C=C2C1)[N+](=O)[O-])=O)=O